N1C(=NCC1)C=1C=C(N)C=C(C1)C 3-(4,5-dihydro-1H-imidazol-2-yl)-5-methylaniline